1-(5-((6-chloro-3-nitropyridin-2-yl)amino)indolin-1-yl)ethan-1-one ClC1=CC=C(C(=N1)NC=1C=C2CCN(C2=CC1)C(C)=O)[N+](=O)[O-]